C(C)(=O)N(C(C)=O)C=1N=C2N(C=C(C=C2)C2=C(C(=CC=C2)F)C)C1C(C)=O N-acetyl-N-(3-acetyl-6-(3-fluoro-2-methylphenyl)imidazo[1,2-a]pyridin-2-yl)acetamide